BrC1=C(C=C2C(=NC(=NC2=C1F)F)N1C[C@@H](N(CC1)C(=O)OC(C)(C)C)CC#N)F.[K] Potassium tert-butyl (S)-4-(7-bromo-2,6,8-trifluoroquinazolin-4-yl)-2-(cyanomethyl)piperazine-1-carboxylate